C(C)(=O)C1=NN(C2=C(C=C(C=C12)C=1C=NC(=NC1)C)C)CC(=O)N1[C@@H]2C[C@@]2(C[C@H]1C(=O)NCCC1CC1)C (1R,3S,5R)-2-(2-(3-acetyl-7-methyl-5-(2-methylpyrimidin-5-yl)-1H-indazol-1-yl)acetyl)-N-(2-cyclopropylethyl)-5-methyl-2-azabicyclo[3.1.0]hexane-3-carboxamide